C(C)OC1=CC=C(CC2=C(C(=C3CN(C(C3=C2)=O)[C@H]2COCC[C@@H]2O)C)C)C=C1 1,5-anhydro-2,4-dideoxy-2-(6-(4-ethoxybenzyl)-4,5-dimethyl-1-oxo-1,3-dihydro-2H-isoindol-2-yl)-L-threo-pentitol